C(C=CC1=CC=CC=C1)(=O)N1[C@H]2[C@H](N(C[C@@H]1CC2)C(N(C2=CC=CC=C2)C2=CC=CC=C2)=O)C(=O)O (1R,2S,5S)-8-cinnamoyl-3-(diphenylcarbamoyl)-3,8-diazabicyclo[3.2.1]octane-2-carboxylic acid